O=CCCCCOC(=O)C1=C(N=C(S1)C1=CC(=C(C=C1)OCC(C)C)C#N)C 5-oxopentyl-2-(3-cyano-4-isobutoxyphenyl)-4-methylthiazole-5-carboxylate